N[C@@H]1CN(CC1)C1=C(C=NC(=C1C1=CC(=CC(=C1)F)F)C(F)(F)F)C(=O)N[C@@H](C)C1CC1 4-[(3S)-3-aminopyrrolidin-1-yl]-N-[(1S)-1-cyclopropylethyl]-5-(3,5-difluorophenyl)-6-(trifluoromethyl)pyridine-3-carboxamide